8-{6-[(azetidin-3-yl)oxy]-4-methylpyridin-3-yl}-9-benzyl-6-[(1-methylcyclopropyl)oxy]-9H-purine N1CC(C1)OC1=CC(=C(C=N1)C=1N(C2=NC=NC(=C2N1)OC1(CC1)C)CC1=CC=CC=C1)C